C(C)OC(=O)C1(CSCC1O)N1C2=NC=NC(=C2N=C1)N1CCC(CC1)C (±)-Ethyl-4-hydroxy-3-(6-(4-methylpiperidin-1-yl)-9H-purin-9-yl)tetrahydrothiophene-3-carboxylate